N-(3-methyl-5-(2-(methyl-(pentyl)amino)pyridin-4-yl)phenyl)cinnamamide CC=1C=C(C=C(C1)C1=CC(=NC=C1)N(CCCCC)C)NC(C=CC1=CC=CC=C1)=O